FC1=CC=C2C3=C(NC2=C1)C(NC(C3)C(=O)O)C3=CC=C(C=C3)N(S(=O)(=O)C3=CC=CC=C3)C 7-fluoro-1-(4-(N-methylphenylsulfonamido)phenyl)-2,3,4,9-tetrahydro-1H-pyrido[3,4-b]indole-3-carboxylic acid